C1(CC1)OC1=C(N)C=C(C(=C1)C1C(CN(CC1)C)F)C 2-cyclopropoxy-4-(3-fluoro-1-methyl-piperidin-4-yl)-5-methyl-aniline